CN(C)CCN(C)CCN(C)C N,N,N',N',N''-pentamethyldiethylenetriamine